3-n-propylcyclohexane-1,2-dicarboxylic acid, dilithium salt [Li+].[Li+].C(CC)C1C(C(CCC1)C(=O)[O-])C(=O)[O-]